(2S,4S)-4-azido-1-((2-nitrophenyl)sulfonyl)pyrrolidine-2-carboxylic acid N(=[N+]=[N-])[C@H]1C[C@H](N(C1)S(=O)(=O)C1=C(C=CC=C1)[N+](=O)[O-])C(=O)O